NC1=C2C(=NC=N1)N(N=C2C)C(C)C=2C(=C(C(=C(C2)Cl)C)C=2C=CC(=NC2)NCCO)OC 2-[(5-{3-[1-(4-Amino-3-methyl-1H-pyrazolo[3,4-d]pyrimidin-1-yl)ethyl]-5-chloro-2-methoxy-6-methylphenyl}pyridin-2-yl)amino]ethanol